(S)-N-(2,4-dimethoxybenzyl)-4-((1-phenylpropyl)amino)-N-(thiazol-2-yl)benzenesulfonamide COC1=C(CN(S(=O)(=O)C2=CC=C(C=C2)N[C@@H](CC)C2=CC=CC=C2)C=2SC=CN2)C=CC(=C1)OC